2-(((2-chlorobenzyl)oxy)methyl)-5-methylaniline ClC1=C(COCC2=C(N)C=C(C=C2)C)C=CC=C1